3,5-dihydroxyisoxazole OC1=NOC(=C1)O